tert-butyl N-[[7-bromo-2-(4-cyclopropyl-6-methoxy-pyrimidin-5-yl)-5-(2-trimethylsilylethoxymethyl)pyrrolo[3,2-d]pyrimidin-6-yl]methyl]-N-methyl-carbamate BrC1=C(N(C2=C1N=C(N=C2)C=2C(=NC=NC2OC)C2CC2)COCC[Si](C)(C)C)CN(C(OC(C)(C)C)=O)C